2-(1-methylcyclopentyl)benzoic acid CC1(CCCC1)C1=C(C(=O)O)C=CC=C1